CN1NCN=C1 N-methyl-2H-1,2,4-triazole